C(C)(=O)C=1C=C(C=C2C(N(C(=NC12)N1CCC2(COC2)CC1)C)=O)C 8-acetyl-3,6-dimethyl-2-(2-oxa-7-azaspiro[3.5]nonan-7-yl)quinazolin-4-one